C(#N)C=1C=CC(=C(C1)NC(=O)C=1C=CC(=C(C1)NC(=O)C1=NN(C2=CC=CC=C12)C)N1CCCCC1)F N-(5-((5-cyano-2-fluorophenyl)carbamoyl)-2-(piperidin-1-yl)phenyl)-1-methyl-1H-indazole-3-carboxamide